9-(3-(([1,1'-biphenyl]-4-yl-2',3',4',5',6'-d5)oxy)-4-bromophenyl)-3-(phenyl-d5)-9H-carbazole-1,2,4,5,6,7-d6 C1(=CC=C(C=C1)OC=1C=C(C=CC1Br)N1C=2C=C(C(=C(C2C2=C(C(=C(C(=C12)[2H])[2H])C1=C(C(=C(C(=C1[2H])[2H])[2H])[2H])[2H])[2H])[2H])[2H])[2H])C1=C(C(=C(C(=C1[2H])[2H])[2H])[2H])[2H]